tert-butyl (2-bromothiophen-3-yl)carbamate BrC=1SC=CC1NC(OC(C)(C)C)=O